6-((5-amino-1-p-toluenesulfonyl-1H-pyrrolo[2,3-b]pyridine-4-yl)amino)-6-azaspiro[2.5]octane-1-carbonitrile NC=1C(=C2C(=NC1)N(C=C2)S(=O)(=O)C2=CC=C(C)C=C2)NN2CCC1(CC1C#N)CC2